(1R,4R)-Ethyl 4-(pyridin-2-yl)cyclohexanecarboxylate N1=C(C=CC=C1)C1CCC(CC1)C(=O)OCC